7-(3-methylindolin-1-yl)-N-(1-methyl-4-piperidinyl)thiazolo[5,4-d]pyrimidine-2-carboxamide CC1CN(C2=CC=CC=C12)C=1C2=C(N=CN1)SC(=N2)C(=O)NC2CCN(CC2)C